N1=C(C=CC=C1)SSCCN1CCNCCNCCNCC1 1-[2-(2-pyridyldithio)ethyl]-1,4,7,10-tetraazacyclododecane